4-(4-((4-(2-hydroxyethoxy)phenyl)ethynyl)phenyl)-3-isopropyl-2-oxoimidazoline OCCOC1=CC=C(C=C1)C#CC1=CC=C(C=C1)C1N(C(NC1)=O)C(C)C